FC([C@@](CC(=O)N[C@@H](C)C1=CC(=CC=C1)OC(F)(F)F)(C)O)(C(F)F)F (S)-4,4,5,5-tetrafluoro-3-hydroxy-3-methyl-N-((S)-1-(3-(trifluoromethoxy)phenyl)ethyl)pentanamide